C(C)OC(CC(=O)OCC)=O malonic acid-1,3-diethyl ester